ClC1=CC2=C(N(C(N=C2N2[C@H](CN(CC2)C(C=C)=O)C)=O)C=2C=NNC2C(C)C)N=C1C1=C(C=CC=C1)F 6-chloro-7-(2-fluorophenyl)-4-((2S)-2-methyl-4-(2-propenoyl)-1-piperazinyl)-1-(5-(2-propanyl)-1H-pyrazol-4-yl)pyrido[2,3-d]pyrimidin-2(1H)-one